N-(4-chloro-2-methyl-3-(trifluoromethyl)phenyl)pivalamide ClC1=C(C(=C(C=C1)NC(C(C)(C)C)=O)C)C(F)(F)F